C(C)(=O)O[C@@H]1CC2=CC[C@H]3[C@@H]4CC(C[C@@]4(CCNC(C4=CC=C(C=C4)C)=O)CC[C@@H]3[C@]2(CC1)C)=O (4-methylbenzamidomethyl)-16-oxo-androst-5-ene-3beta-ol acetate